C1(CC1)C1=CC=2C(N=C1)=NN(C2)C=2C=C(C=CC2F)NC(=O)N2CCC2 N-(3-{5-cyclopropyl-2H-pyrazolo[3,4-b]pyridin-2-yl}-4-fluorophenyl)azetidine-1-carboxamide